C(C)C=1OC(=C(C1CC)CC)CC 2,3,4,5-tetraethylfuran